FC=1C(=C(N)C=CC1)N1CCC(CC1)OC1=NC=C(C=C1)C(F)(F)F 3-fluoro-2-(4-((5-(trifluoromethyl)pyridin-2-yl)oxy)piperidin-1-yl)aniline